N-(2-acetyl-cyclobutyl)benzamide C(C)(=O)C1C(CC1)NC(C1=CC=CC=C1)=O